ClC=1C=C2C(=C3C1NC(NC31CCC(CC1)(F)F)=O)OC(=N2)CN[C@@H]2COCCC2 5-chloro-4',4'-difluoro-2-({[(3S)-oxan-3-yl]amino}methyl)-7,8-dihydro-6H-spiro[[1,3]oxazolo[5,4-f]quinazoline-9,1'-cyclohexane]-7-one